[K].[Ca] calcium potassium salt